C(C)N1NC(C=2C1=NC(=CC2)NC2=NC=C(C(=N2)N[C@H](CO)C2=CC=CC=C2)C2=NC1(CO2)CCOCC1)=O (S)-1-ethyl-6-((4-((2-hydroxy-1-phenylethyl)amino)-5-(3,8-dioxa-1-azaspiro[4.5]dec-1-en-2-yl)pyrimidin-2-yl)amino)-1,2-dihydro-3H-pyrazolo[3,4-b]pyridin-3-one